(R)-2-fluoro-4-(3-methyl-1H-1,2,4-triazol-5-yl)-N-(8-methylisoquinolin-1-yl)-N-(piperidin-3-yl)benzamide FC1=C(C(=O)N([C@H]2CNCCC2)C2=NC=CC3=CC=CC(=C23)C)C=CC(=C1)C1=NC(=NN1)C